4-hydroxyphenyl-orotic acid OC1=CC=C(C=C1)C1=C(C(=O)O)NC(NC1=O)=O